3-cyclohexyl-1-methyl-1H-pyrazole-4-carbaldehyde C1(CCCCC1)C1=NN(C=C1C=O)C